(1r,2r)-N-(3-chloro-4-fluorophenyl)-2-methoxy-1-(3-methylureido)-2,3-dihydro-1H-indene-4-carboxamide ClC=1C=C(C=CC1F)NC(=O)C=1C=2C[C@H]([C@@H](C2C=CC1)NC(=O)NC)OC